NC1=NC(=NC=C1OC1=CC(=NC=C1C(C)C)Br)NC(CO)CO 2-((4-amino-5-((2-bromo-5-isopropylpyridin-4-yl)oxy)pyrimidin-2-yl)amino)propane-1,3-diol